ClC=1C(=CC2=C(N(C[C@H](N(S2(=O)=O)C)C2CCCCC2)C2=CC=CC=C2)C1)C1=CC(=NN1C)C(=O)OC methyl (R)-5-(7-chloro-3-cyclohexyl-2-methyl-1,1-dioxido-5-phenyl-2,3,4,5-tetrahydrobenzo[f][1,2,5]thiadiazepin-8-yl)-1-methyl-1H-pyrazole-3-carboxylate